BrC1=CC=CC2=C1N=C(O2)C 4-bromo-2-methylbenzo[d]oxazole